din-propylamine C(CC)NCCC